4-[(1R)-2-cyclopropyl-1-[4-[(1S)-1-[(1-ethyl-2-oxo-4H-pyrimido[4,5-d][1,3]oxazin-7-yl)amino]ethyl]phenyl]ethyl]piperazine-1-carboxylic acid tert-butyl ester C(C)(C)(C)OC(=O)N1CCN(CC1)[C@H](CC1CC1)C1=CC=C(C=C1)[C@H](C)NC=1N=CC2=C(N(C(OC2)=O)CC)N1